CN(CCC=1C=CC(=NC1)NC1=CC(=C(C=N1)C(CC)=O)NC1=C(C(=CC=C1)C1=NN(C=N1)C)OC)C 1-(6-((5-(2-(dimethylamino)ethyl)pyridin-2-yl)amino)-4-((2-methoxy-3-(1-methyl-1H-1,2,4-triazol-3-yl)phenyl)amino)pyridin-3-yl)propan-1-one